N-(4-methoxybenzyl)-7-(4,4,5,5-tetramethyl-1,3,2-dioxaborolan-2-yl)isoquinolin-1-amine COC1=CC=C(CNC2=NC=CC3=CC=C(C=C23)B2OC(C(O2)(C)C)(C)C)C=C1